[I-].C(C=C)[N+](CCCCCC(=O)NCCC[Si](O[Si](C)(C)C)(O[Si](C)(C)C)O[Si](C)(C)C)(C)C N-allyl-6-((3-(1,1,1,5,5,5-hexamethyl-3-((trimethylsilyl)oxy)trisiloxan-3-yl)propyl)amino)-N,N-dimethyl-6-oxohexan-1-aminium iodide